naphthalene-1,7-diol C1(=CC=CC2=CC=C(C=C12)O)O